NC1=C(C=C(C=2C(C3=CC=CC=C3C(C12)=O)=O)NC1=CC=CC=C1)S(=O)(=O)O 1-amino-9,10-dihydro-9,10-dioxo-4-(phenylamino)2-anthracenesulfonic acid